OC[C@H]1N(CCOC1)C(=O)C1=C(C=CC=C1)CC(=O)OCC ethyl (R)-2-(2-(3-(hydroxymethyl)morpholine-4-carbonyl)phenyl)acetate